P(O)(=O)(OP(=O)(O)OP(=O)(O)O)OC[C@@H]1[C@H](C[C@@H](O1)N1C=NC=2C(=O)NC(N)=NC12)N=[N+]=[N-] 3'-azido-2',3'-dideoxyguanosine-5'-triphosphate